(S)-tert-butyl-(2-propyloxy)diphenylsilane C(C)(C)(C)[Si](C1=CC=CC=C1)(C1=CC=CC=C1)OC(C)C